CS(=O)(=O)C1=CC(=C(C=C1)NCC#CC=1N(C=2C=CC=C(C2C1)NC1CCC(CC1)N1CCC(CC1)C(F)(F)F)CC(F)(F)F)OC 2-{3-[(4-methanesulfonyl-2-methoxyphenyl)amino]prop-1-yn-1-yl}-N-[(1S,4S)-4-[4-(trifluoromethyl)piperidin-1-yl]cyclohexyl]-1-(2,2,2-trifluoroethyl)-1H-indol-4-amine